C1=CC=CC=2[SH+]C3=CC=CC=C3CC12 9H-thioxanthenium